COC1=C(C(=NC=2N1N=C(C2C2=CC=CC=C2)C2=CC=CC=C2)NC2=NC=NS2)C2=CC=C(C=C2)OC N-(7-methoxy-6-(4-methoxyphenyl)-2,3-diphenylpyrazolo[1,5-a]pyrimidin-5-yl)-1,2,4-thiadiazol-5-amine